1H-benzo[d]imidazole-4-carboxamide N1C=NC2=C1C=CC=C2C(=O)N